R-5-fluoro-N4-(1-methylpyrrolidin-3-yl)pyridine-3,4-diamine FC=1C(=C(C=NC1)N)N[C@H]1CN(CC1)C